FC=1C=C2C=CC(=CC2=CC1)[C@H](C)NC(=O)C=1NC=C(C1)O (2S,4R)-2-(((S)-1-(6-fluoronaphthalen-2-yl)ethyl)carbamoyl)-4-hydroxypyrrole